C1(CC1)(C1CC1)C(=O)N1CCC(CC1)(O)CN1C=NC2=C(C1=O)C=C(N2C2=CC=C(C=C2)[C@H]2NC[C@@H](OC2)C)Cl 3-((1-([1,1'-Bi(cyclopropane)]-1-carbonyl)-4-hydroxypiperidin-4-yl)methyl)-6-chloro-7-(4-((3R,6S)-6-methylmorpholin-3-yl)phenyl)-3,7-dihydro-4H-pyrrolo[2,3-d]pyrimidin-4-one